1-(1-(((7-chloro-8-fluoro-4-((3aR,7aR)-octahydro-6H-pyrrolo[2,3-c]pyridin-6-yl)pyrido[4,3-d]pyrimidin-2-yl)oxy)methyl)cyclopropyl)-N,N-dimethylmethanamine ClC1=C(C=2N=C(N=C(C2C=N1)N1C[C@H]2[C@@H](CC1)CCN2)OCC2(CC2)CN(C)C)F